Cl.ClC1=CC=C(C=C1)NC1N(C(=NC(=N1)N)N1CCCC1)C1=CC=CC=C1 N-(4-Chlorophenyl)-N1-phenyl-6-pyrrolidin-1-yl-[1,3,5]triazine-2,4-diamine hydrochloride